Potassium Iodide [I-].[K+]